2-(2-Chloropyrimidin-4-yl)malonic acid 1-(tert-butyl) 3-methyl ester COC(C(C(=O)OC(C)(C)C)C1=NC(=NC=C1)Cl)=O